((1S,2S)-2-(4,4,5,5-tetramethyl-1,3,2-dioxaborolan-2-yl)cyclopropyl)-2H-[1,4'-bipyridin]-2-one CC1(OB(OC1(C)C)[C@@H]1[C@H](C1)C=1C(N(C=CC1)C1=CC=NC=C1)=O)C